CC1=NN2C(COCC2)=C1B1OC(C(O1)(C)C)(C)C 2-methyl-3-(4,4,5,5-tetramethyl-1,3,2-dioxaborolan-2-yl)-6,7-dihydro-4H-pyrazolo[5,1-c][1,4]oxazine